C1(=CC=CC=C1)CCNC=1N([C@H]2[C@H](OC)[C@H](O)[C@@H](CO)O2)C=2N=CN=C(C2N1)N 8-phenylethylamino-2'-O-methyladenosine